[N+](=O)([O-])C1=CC2=C(NC(=N2)C(=O)OC)C=C1 methyl 5-nitro-1H-benzo[d]imidazole-2-carboxylate